2-(2-bromo-5-fluorophenyl)-1,3-dioxolane BrC1=C(C=C(C=C1)F)C1OCCO1